N-(1-Cyanocyclopropyl)-9-(5-(difluoromethyl)-1,3,4-thiadiazol-2-yl)-4-(4-(2,2,2-trifluoroethyl)piperazin-1-yl)-9H-pyrimido[4,5-b]indole-7-sulfonamide C(#N)C1(CC1)NS(=O)(=O)C1=CC=C2C3=C(N(C2=C1)C=1SC(=NN1)C(F)F)N=CN=C3N3CCN(CC3)CC(F)(F)F